OC[C@H](C1CCNCC1)NC(OCC1=CC=CC=C1)=O (S)-benzyl (2-hydroxy-1-(piperidin-4-yl)ethyl)carbamate